C(C)N1C(C2=C3C(C(=CC=C13)NCC1=CC=C(C=C1)C)=CC=C2)=O 1-ethyl-6-((4-methylbenzyl)amino)benzo[cd]indol-2(1H)-one